C[C@@H]1[C@@H]2[C@H](CN1C(=O)OC(C)(C)C)CN(C2)C2=CC=C(C=C2)OC(F)(F)F tert-butyl (3aR,4R,6aS)-4-methyl-2-[4-(trifluoromethoxy)phenyl]-1,3,3a,4,6,6a-hexahydropyrrolo[3,4-c]pyrrole-5-carboxylate